OC[C@@H](CC(C)C)NC1=NC(=NC(=N1)CC(C)C1=C(C(=C(C=C1)F)F)F)NS(=O)(=O)C N-(4-(((R)-1-Hydroxy-4-methylpentan-2-yl)amino)-6-(2-(2,3,4-trifluorophenyl)propyl)-1,3,5-triazin-2-yl)methanesulfonamide